Methyl-2,2-bis(4-methoxyphenyl)-6-nitrobenzo[d][1,3]dioxol-4-carboxylat COC(=O)C1=CC(=CC=2OC(OC21)(C2=CC=C(C=C2)OC)C2=CC=C(C=C2)OC)[N+](=O)[O-]